4-fluoro-N-(6-silaspiro[5.5]undecan-3-yl)-1H-pyrrolo[2,3-c]pyridine-2-carboxamide FC1=C2C(=CN=C1)NC(=C2)C(=O)NC2CC[Si]1(CC2)CCCCC1